Cl.Cl.CN(C1CNC1)C N,N-Dimethylazetidin-3-amine dihydrochloride